N-((7-chloro-8-fluoroimidazo[1,5-a]pyridin-1-yl)methyl)-5-(6-cyclopropylimidazo[1,2-a]pyridin-2-yl)-6,7-dihydro-5H-pyrrolo[1,2-a]imidazole-3-carboxamide ClC1=C(C=2N(C=C1)C=NC2CNC(=O)C2=CN=C1N2C(CC1)C=1N=C2N(C=C(C=C2)C2CC2)C1)F